2-[(3-bromo-4-chloro-6-cyclopropylpyridin-2-yl)methyl]isoindole-1,3-dione BrC=1C(=NC(=CC1Cl)C1CC1)CN1C(C2=CC=CC=C2C1=O)=O